N1=CC(=CC=C1)C1=C2CCO[C@@H](C2=CC=C1)CNC(OC(C)(C)C)=O (S)-tert-butyl (5-(pyridin-3-yl)isochroman-1-yl)methylcarbamate